ClC1=NN2C(C(=N1)Cl)=CC=C2C(=O)OCC ethyl 2,4-dichloropyrrolo[2,1-f][1,2,4]triazine-7-carboxylate